5-((2-(2,6-dioxopiperidin-3-yl)-1-oxoisoindolin-4-yl) amino)pentyl methanesulfonate CS(=O)(=O)OCCCCCNC1=C2CN(C(C2=CC=C1)=O)C1C(NC(CC1)=O)=O